FC1=CC=C2C(=CC(=NC2=C1)N1C(CCCC1)C)C(C)C 7-fluoro-4-isopropyl-2-(2-methylpiperidin-1-yl)quinolin